[OH-].C(C=C)N1C=[N+](C=C1)CC=C 1,3-diallylimidazolium hydroxide